C(C)(=O)N[C@@H]1C(N[C@H](C(N[C@@H](CCCCNC(C1)=O)C(=O)N[C@H](C(=O)C=1SC2=C(N1)C=CC=C2)CCCNC(=N)N)=O)CC(=O)N)=O (3S,6S,14S)-6-acetamido-3-(2-amino-2-oxoethyl)-N-((S)-1-(benzo[d]thiazol-2-yl)-5-guanidino-1-oxopentan-2-yl)-2,5,8-trioxo-1,4,9-triazacyclotetradecane-14-carboxamide